C(#C)C1(OC2=C(C=C1)C(=C(C(=C2C)C)OC)C)C 2-ethynyl-6-methoxy-2,5,7,8-tetramethyl-2H-1-benzopyran